3-(5-(((2R,3S)-3-(sec-butylamino)tetrahydro-2H-pyran-2-yl)methyl)-4-fluoro-1-oxoisoindolin-2-yl)piperidine-2,6-dione C(C)(CC)N[C@@H]1[C@H](OCCC1)CC=1C(=C2CN(C(C2=CC1)=O)C1C(NC(CC1)=O)=O)F